C1(=CC=C(C=C1)N(C1=CC=C(C=C1)C1=CC(=CC=C1)N1C2=CC=CC=C2C=2C=CC=CC12)C1=CC=C(C=C1)C1=CC=CC=C1)C1=CC=CC=C1 N,N-bis(biphenyl-4-yl)-3'-(9H-carbazole-9-yl)-1,1'-biphenyl-4-amine